FC(OC1=CC=C(C=C1)C1=CC=C(C=C1)SC=1N=NNC1C(=O)O)(F)F 4-((4'-(trifluoromethoxy)-[1,1'-biphenyl]-4-yl)thio)-1H-1,2,3-triazole-5-carboxylic acid